Cl.NC1CCC(CC1)N1C(\C(\C2=CC=C(C=C12)C(=O)NCC#C)=C/C=1NC(=CC1C)C)=O (Z)-1-(4-aminocyclohexyl)-3-((3,5-dimethyl-1H-pyrrol-2-yl)methylene)-2-oxo-N-(prop-2-yn-1-yl)indole-6-carboxamide hydrochloride